(1,2,4-triisopropylcyclopentadienyl)tris(diethylamino)hafnium C(C)(C)C1(C(=CC(=C1)C(C)C)C(C)C)[Hf](N(CC)CC)(N(CC)CC)N(CC)CC